N-benzyl-3-hydroxypicolinamide C(C1=CC=CC=C1)NC(C1=NC=CC=C1O)=O